N1CCC(CC1)C=1C=C(N)C=CC1 3-(piperidin-4-yl)aniline